C(OCCCC[Mg]Br)([2H])([2H])[2H] (4-(methoxy-d3)butyl)magnesium bromide